ClC=1C(=C2C(=C(N(C2=CC1)CCC(=O)OC)C(=O)OC)CC)C=1C(=NN(C1C)C)CI Methyl 5-chloro-4-(3-(iodomethyl)-1,5-dimethyl-1H-pyrazol-4-yl)-1-(3-methoxy-3-oxopropyl)-3-ethyl-1H-indole-2-carboxylate